Cl.F[C@@H]1CN(CC1)C1=CC=C(C=N1)C=1N=C2N(C1)C(N(C2)C=2C=NC=CC2)=O (S)-2-(6-(3-fluoropyrrolidin-1-yl)pyridin-3-yl)-6-(pyridin-3-yl)-6,7-dihydro-5H-imidazo[1,5-a]imidazol-5-one hydrochloride